IC=1C(=CC(=NC1)N)C 5-iodo-4-methyl-pyridin-2-amine